(R)-N-((S)-1-(5-Fluoro-2,3-dihydrobenzofuran-6-yl)ethyl)-2-methylpropane-2-sulfinamide FC=1C(=CC2=C(CCO2)C1)[C@H](C)N[S@](=O)C(C)(C)C